(S)-8-bromo-8'-(difluoromethoxy)-6'-(trifluoromethyl)-3'h-spiro[chroman-4,2'-imidazo[1,2-a]pyridine] BrC=1C=CC=C2C1OCC[C@]21N=C2N(C=C(C=C2OC(F)F)C(F)(F)F)C1